2-methoxy-5-(methoxymethyl)-3-(2-methyl-2H-1,2,3-triazol-4-yl)aniline COC1=C(N)C=C(C=C1C1=NN(N=C1)C)COC